BrC1=CC=C(C=C1)[C@H](C(F)F)N[S@@](=O)C(C)(C)C (S)-N-((R)-1-(4-bromophenyl)-2,2-difluoroethyl)-2-methylpropane-2-sulfinamide